N=1N=CC=2C1CC(=CC2)C(=O)O benzodiazole-6-carboxylic acid